(E)-5-((butyryloxy)imino)-3-(2-ethynylthiazol-4-yl)-2-methylcyclopent-2-en-1-yl butyrate C(CCC)(=O)OC/1C(=C(C\C1=N/OC(CCC)=O)C=1N=C(SC1)C#C)C